tert-butyl (S)-4-(6-chloro-7-(2-fluorophenyl)-1-(2-isopropylphenyl)-2,2-dioxido-1H-pyrido[2,3-c][1,2,6]thiadiazin-4-yl)-3-methylpiperazine-1-carboxylate ClC1=CC2=C(N(S(N=C2N2[C@H](CN(CC2)C(=O)OC(C)(C)C)C)(=O)=O)C2=C(C=CC=C2)C(C)C)N=C1C1=C(C=CC=C1)F